C(C)(C)(C)OC(N[C@H]1C(NCC1)=O)=O (R)-(2-Oxopyrrolidin-3-yl)carbamic acid tert-butyl ester